(S)-(5-bromo-2-methoxyphenyl)(3-hydroxypyrrolidin-1-yl)methanone BrC=1C=CC(=C(C1)C(=O)N1C[C@H](CC1)O)OC